CS(=O)(=O)OCC=1N(C(C=CC1)=O)C (1-methyl-6-oxo-1,6-dihydropyridin-2-yl)methyl methanesulfonate